CC1=C(C(=CC=C1CCCC)C)O 2,6-dimethyl-3-n-butylphenol